N[C@H](C(C)C)C(=O)O[C@@H]1[C@H](O[C@@]([C@@H]1O)(C#N)C1=CC=C2C(=NC=NN21)NC(C(C)(C)OCCCC)=O)COC(CC2CCC2)=O (2R,3S,4R,5R)-5-(4-(2-butoxy-2-methylpropanamido)pyrrolo[2,1-f][1,2,4]triazin-7-yl)-5-cyano-2-((2-cyclobutylacetoxy)methyl)-4-hydroxytetrahydrofuran-3-yl D-valinate